C(C=C)N(S(=O)(=O)C=C)[C@H]1CN(CCC1)CC1=CC(=NC=C1)C(=O)NC1=CC=C(C=C1)C1=CC2=C(N=CN=C2N2CCOCC2)N1COCC[Si](C)(C)C (R)-4-((3-(N-allylvinylsulfonamido)piperidin-1-yl)methyl)-N-(4-(4-morpholino-7-((2-(trimethylsilyl)ethoxy)methyl)-7H-pyrrolo[2,3-d]pyrimidin-6-yl)phenyl)picolinamide